rac-(6S)-4-methyl-5-oxo-7,8-dihydro-6H-pyrazolo[1,5-a][1,3]diazepin CN1C=2N(CCCC1=O)N=CC2